tert-butyl 2-(pentacosa-10,12-diynoyl)hydrazine-1-carboxylate C(CCCCCCCCC#CC#CCCCCCCCCCCCC)(=O)NNC(=O)OC(C)(C)C